(Z)-4-{6-[(tert-butyldiphenylsilyl)oxy]-6-methyl-1,4-oxazepan-4-yl}-N'-hydroxy-6-[(1S)-1-[(2S)-1-methylpyrrolidin-2-yl]ethoxy]-1,3,5-triazine-2-carboximidamide [Si](C1=CC=CC=C1)(C1=CC=CC=C1)(C(C)(C)C)OC1(CN(CCOC1)C1=NC(=NC(=N1)O[C@@H](C)[C@H]1N(CCC1)C)/C(/N)=N/O)C